C(C)(C)(C)C1=C(C(=C(C(=C1)O)C(C)(C)C)C)CCCCC=1C(=CC(=CC1)O)C di-tert-butyl-4,4'-butylene-di-m-cresol